((4-(4-((4-chloro-2-fluorobenzofuran-7-yl) methoxy)-5-fluoropyrimidin-2-yl) cyclohex-3-en-1-yl) methyl)-1-((1-ethyl-1H-imidazol-5-yl) methyl)-1H-benzo[d]imidazole-6-carboxylate ClC1=CC=C(C2=C1C=C(O2)F)COC2=NC(=NC=C2F)C2=CCC(CC2)COC(=O)C=2C=CC1=C(N(C=N1)CC1=CN=CN1CC)C2